(E)-methyl 2-[2-(3,5-dichlorophenoxy) pyridin-3-yl]-3-methoxyacrylate ClC=1C=C(OC2=NC=CC=C2/C(/C(=O)OC)=C\OC)C=C(C1)Cl